1,3-di(pentafluoropropoxy)-2-propanol FC(CC(F)(F)F)(OCC(COC(CC(F)(F)F)(F)F)O)F